(3R,6S)-6-methyl-1-(2-(4-(6-methylpyridin-3-yl)phenyl)acetyl)piperidine-3-carboxylic acid C[C@H]1CC[C@H](CN1C(CC1=CC=C(C=C1)C=1C=NC(=CC1)C)=O)C(=O)O